2-chloro-5-[[5-[[5-(4,5-dimethyl-2-nitrophenyl)-2-furyl]methylene]-4,5-dihydro-4-oxo-2-thiazolyl]amino]benzoic acid ClC1=C(C(=O)O)C=C(C=C1)NC=1SC(C(N1)=O)=CC=1OC(=CC1)C1=C(C=C(C(=C1)C)C)[N+](=O)[O-]